CC1(CC2(CC1(C)C)CCCC(C2OC(C)=O)(C)C)C acetic acid (2,2,3,3,9,9-hexamethylspiro[4.5]dec-10-yl) ester